ClC1=CC(=C(O[C@H](C(=O)O)C(C)C)C=C1)C1=NOC=C1 (2S)-2-[4-chloro-2-(1,2-oxazol-3-yl)phenoxy]-3-methylbutanoic acid